ethyl 2-(2-azidoethoxy)-2-fluoroacetate N(=[N+]=[N-])CCOC(C(=O)OCC)F